C(OC[C@]1(O[C@H](C[C@@H]1O)N1C=CC2=C1N=C(N=C2N)Cl)C#C)(OCCCCCCCC)=O ((2R,3S,5R)-5-(4-amino-2-chloro-7H-pyrrolo[2,3-d]pyrimidin-7-yl)-2-ethynyl-3-hydroxytetrahydrofuran-2-yl)methyl octyl carbonate